NC1=CC=CC(C1(C#N)C1=C2C(=NC=N1)N(N=C2)CC2=CC(=C(C=C2)N)C)F 6-amino-1-(4-amino-3-methylbenzyl-1H-pyrazolo[3,4-d]pyrimidine-4-yl)-2-fluorobenzonitrile